4-(9-bromo-3,4-dihydro-2H-1,5-benzoxazepin-5-yl)-5-fluoro-1H-quinazolin-2-one BrC1=CC=CC=2N(CCCOC21)C2=NC(NC1=CC=CC(=C21)F)=O